N[C@H](C(=O)NCCOCCNC(CBr)=O)CCN(C(CO)=O)[C@H](C(C)(C)C)C=1N(C=C(C1)C1=C(C=CC(=C1)F)F)CC1=CC=CC=C1 (2S)-2-amino-4-[{(1R)-1-[1-benzyl-4-(2,5-difluorophenyl)-1H-pyrrol-2-yl]-2,2-dimethylpropyl}(glycoloyl)amino]-N-(2-{2-[(bromoacetyl)amino]ethoxy}ethyl)butanamid